1-(6-(1-(3-((4-Aminopiperidin-1-yl)sulfonyl)phenethyl)piperidin-4-yl)-1-methyl-1H-indazol-3-yl)dihydropyrimidine-2,4(1H,3H)-dione hydrochloride Cl.NC1CCN(CC1)S(=O)(=O)C=1C=C(CCN2CCC(CC2)C2=CC=C3C(=NN(C3=C2)C)N2C(NC(CC2)=O)=O)C=CC1